C(C)(C)(C)NC(C(C=1N=CNC1)N(C(=O)C=1N=C(SC1)C#C)C1=CC=C(C=C1)C1=CN=CO1)=O N-(2-(tert-butylamino)-1-(1H-imidazol-4-yl)-2-oxoethyl)-2-ethynyl-N-(4-(oxazol-5-yl)phenyl)thiazole-4-carboxamide